COC=1C=C(C=CC1OCC1=CC=C(C=C1)OC)CN (3-methoxy-4-((4-methoxybenzyl)oxy)phenyl)methanamine